ClC=1C(=C(C=CC1F)[C@H](NC(=O)[C@H]1NC(NC1)=O)C1(CN(C1)[C@@H](C(F)(F)F)C)C)F |o1:8,22| (S)-N-((R or S)-(3-chloro-2,4-difluorophenyl)(3-methyl-1-((R or S)-1,1,1-trifluoropropan-2-yl)azetidin-3-yl)methyl)-2-oxoimidazolidine-4-carboxamide